3-[5-(phenylthio)pyridin-3-yl]-3-[4-(7H-pyrrolo[2,3-d]pyrimidin-4-yl)-1H-pyrazol-1-yl]propanenitrile trifluoroacetate FC(C(=O)O)(F)F.C1(=CC=CC=C1)SC=1C=C(C=NC1)C(CC#N)N1N=CC(=C1)C=1C2=C(N=CN1)NC=C2